2-[4-methyl-3-[4-(1-methylpyrazolo[3,4-c]pyridin-4-yl)phenyl]-2-oxobenzimidazol-1-yl]acetic acid CC1=CC=CC=2N(C(N(C21)C2=CC=C(C=C2)C2=C1C(=CN=C2)N(N=C1)C)=O)CC(=O)O